1,2,4a,5,6,7-hexaHydro-8-oxa-3,5a,9,12,13c-pentazanaphtho[3,2,1-de]anthracene-3(4H)-carboxylate C1CN(CC2CN3CCOC=4N=C5C=CN=CC5=C(C34)N12)C(=O)[O-]